C(C)(C)(C)OC(N(C)CC1=NC(=CC=C1)NC1=NC(=NC=C1[C@@](CO[Si](C)(C)C(C)(C)C)([C@H](CC(=C)C)O)C)SC)=O |o1:22,32| rel-tert-butyl-((6-((5-((2S,3S)-1-((tert-butyldimethylsilyl)oxy)-3-hydroxy-2,5-dimethylhex-5-en-2-yl)-2-(methylthio)pyrimidin-4-yl)amino)pyridin-2-yl)methyl)(methyl)carbamate